C(C(=C)C)(=O)OCC1(COC1)C 3-(methacryloxymethyl)-3-methyl-oxetane